FC1=CC2=C(N=C(O2)N2CC3=CC=C(C(=C3C[C@H]2C(=O)OC)OCC2=NC=C(C=C2)OC)OC)C=C1 (S)-methyl 2-(6-fluorobenzo[d]oxazol-2-yl)-6-methoxy-5-((5-methoxypyridin-2-yl) methoxy)-1,2,3,4-tetrahydroisoquinoline-3-carboxylate